1-iodooct-1-en-3-ol IC=CC(CCCCC)O